(2R,3S)-1-HYDROXY-N,N-BIS(4-METHOXYBENZYL)-3-METHYLHEX-5-ENE-2-SULFONAMIDE OC[C@@H]([C@H](CC=C)C)S(=O)(=O)N(CC1=CC=C(C=C1)OC)CC1=CC=C(C=C1)OC